C(=O)(O)C=1C=C(C=C(C1)C(=O)O)C(C(=O)N)Cl 3,5-dicarboxyphenyl-chloroacetamide